FC=1C(=NC=C(C1)OCS(=O)(=O)C)N1C(N(C=2C=NC=3C=C(C(=CC3C21)C=2C=NN(C2)C)OC)C)=O 1-(3-Fluoro-5-methyl-sulfonylmethoxypyridin-2-yl)-7-methoxy-3-methyl-8-(1-methyl-1H-pyrazol-4-yl)-1,3-dihydroimidazo[4,5-c]-quinolin-2-one